NCCN1CC(C1)(C(=O)NC=1C(=NC(=CC1)C)OC(F)F)C1=C(C=CC=C1)C(C)C (2-aminoethyl)-N-(2-(difluoromethoxy)-6-methylpyridin-3-yl)-3-(2-isopropylphenyl)azetidine-3-carboxamide